C(C)C(CC)(C1=CC=C(C=C1)O)C1=CC=C(C=C1)O 1-ethyl-1,1-bis(4-hydroxyphenyl)propane